C(#N)N1[C@H]2[C@@H](C[C@@H]1CC2)NC(C\C=C\C2=C(C=CC(=C2)Cl)Cl)=O (3E)-N-((1R,2R,4S)-7-cyano-7-azabicyclo[2.2.1]heptan-2-yl)-4-(2,5-dichlorophenyl)-3-butenamide